FC(C1=C(C=CC(=C1)C(F)(F)F)C1CN(C2=C(CC1)C=C(C=C2)F)CC#C)(F)F 3-[2,4-bis(trifluoromethyl)phenyl]-7-fluoro-1-(prop-2-ynyl)-2,3,4,5-tetrahydro-1H-1-benzazepine